CCCCCCCCCC/C=C\CCCCCCCCCC(=O)OC[C@H](COP(=O)([O-])OCC[N+](C)(C)C)OC(=O)CCCCCCC/C=C\CCCCCCCCC 1-(11Z-docosenoyl)-2-(9Z-nonadecenoyl)-glycero-3-phosphocholine